methyl 1,2-diazaspiro[2.5]oct-1-ene-6-carboxylate N1=NC12CCC(CC2)C(=O)OC